BrC=1SC=2N=C(N=CC2N1)Cl 2-bromo-5-chlorothiazolo[5,4-d]pyrimidine